C1([C@@H](O)[C@H](O)[C@@H](CO)O1)=O Arabinono-1,4-lactone